Methyl (1-(di(t-butoxycarbonyl)amino)benzo[4,5]imidazo[1,2-a]pyrazin-3-yl)acetate C(C)(C)(C)OC(=O)N(C=1C=2N(C=C(N1)CC(=O)OC)C1=C(N2)C=CC=C1)C(=O)OC(C)(C)C